4-(thien-3-ylimino)pentan-2-one S1C=C(C=C1)N=C(CC(C)=O)C